FC(OC1=C(C=CC=C1)C1CCN2N1C=1C=C(C=CC1C2=O)C=2C=NC(=NC2)N2CCC(CC2)C(=O)O)F 1-(5-(3-(2-(difluoromethoxy)phenyl)-9-oxo-1,2,3,9-tetrahydropyrazolo[1,2-a]indazol-6-yl)pyrimidin-2-yl)piperidine-4-carboxylic acid